2-[6-[4-(1-ethyl-4-piperidyl)phenyl]-4-fluoro-1-oxo-isoindolin-2-yl]-2-(5-fluoro-2-hydroxy-phenyl)-N-thiazol-2-yl-acetamide C(C)N1CCC(CC1)C1=CC=C(C=C1)C1=CC(=C2CN(C(C2=C1)=O)C(C(=O)NC=1SC=CN1)C1=C(C=CC(=C1)F)O)F